6-amino-9-benzyl-N-butyl-N-ethyl-8-oxo-2-(propylsulfonylimino)purine-7-carboxamide NC1=C2N(C(N(C2=NC(N1)=NS(=O)(=O)CCC)CC1=CC=CC=C1)=O)C(=O)N(CC)CCCC